((5-methylpyridin-2-yl)methyl)pyrazine-2-carboxamide CC=1C=CC(=NC1)CC=1C(=NC=CN1)C(=O)N